C1(CCCCCC1)B(O)O CYCLOHEPTANEBORONIC ACID